BrC=1C(=NN(C1)COCC[Si](C)(C)C)Cl 4-bromo-3-chloro-1-((2-(trimethylsilyl)Ethoxy)methyl)-1H-pyrazole